6-heptyloxymethoxy-1,3-dimethylhexyllithium C(CCCCCC)OCOCCCC(CC(C)[Li])C